C(C)N1CCN(CC1)C1=CC=C(C=C1)NC=1N=CC2=C(N1)N1C(C(=C2)C=2C=CC3=C(NC(=N3)C)C2)=NN=C1 N-(4-(4-ethylpiperazin-1-yl)phenyl)-6-(2-methyl-1H-benzimidazol-6-yl)-[1,2,4]triazolo[4',3':1,6]pyrido[2,3-d]pyrimidin-2-amine